6-[[5-(trifluoromethyl)pyrazin-2-yl]methylene]-2-azaspiro[3.3]heptane-2-carboxylic acid tert-butyl ester C(C)(C)(C)OC(=O)N1CC2(C1)CC(C2)=CC2=NC=C(N=C2)C(F)(F)F